tert-butyl N-[trans-4-[[4-amino-7-(2-methoxyethylsulfonylamino)-5,5-dimethyl-6H-benzo[h]quinazolin-8-yl]oxy]cyclohexyl]carbamate NC1=NC=NC=2C3=C(CC(C12)(C)C)C(=C(C=C3)O[C@@H]3CC[C@H](CC3)NC(OC(C)(C)C)=O)NS(=O)(=O)CCOC